ClC1=NC=C(C(=C1)C1=C(C=NC(=C1)C)C(=O)NC1N(CC2=C1N=CS2)C(=O)C2=NC(=C(N=C2)C(F)F)OC)OC 2'-Chloro-N-(5-(5-(difluoro-methyl)-6-methoxy-pyrazine-2-carbonyl)-5,6-dihydro-4H-pyrrolo[3,4-d]thiazol-4-yl)-5'-methoxy-6-methyl-[4,4'-bipyridine]-3-carboxamide